(+/-)-N-(4-chloro-3-(1,4-oxazepan-3-yl)phenyl)acetamide ClC1=C(C=C(C=C1)NC(C)=O)[C@@H]1COCCCN1 |r|